benzoyl phosphoramidite P(OC(C1=CC=CC=C1)=O)([O-])N